4-methoxy-2-((6-phenylquinolin-2-yl)carbamoyl)pyridin-3-yl acetate C(C)(=O)OC=1C(=NC=CC1OC)C(NC1=NC2=CC=C(C=C2C=C1)C1=CC=CC=C1)=O